(R)-(4-azaspiro[2.4]heptan-5-yl)methanol tert-butyl-6-[8-(1,3-benzothiazol-2-ylcarbamoyl)-3,4-dihydro-1H-isoquinolin-2-yl]-3-bromo-pyridine-2-carboxylate C(C)(C)(C)C1=C(C(=NC(=C1)N1CC2=C(C=CC=C2CC1)C(NC=1SC2=C(N1)C=CC=C2)=O)C(=O)OC[C@@H]2NC1(CC1)CC2)Br